C(C)(C)N1N=C(C(=C1C)O)C1=C(C=CC=C1)OC 1-isopropyl-3-(2-methoxyphenyl)-5-methyl-pyrazole-4-ol